4-(5-bromo-3-(methylsulfonyl)thiophen-2-yl)-3,6-dihydro-2H-pyran BrC1=CC(=C(S1)C=1CCOCC1)S(=O)(=O)C